2,4,6-trimethylphenyl diselenide CC1=C(C(=CC(=C1)C)C)[Se][Se]C1=C(C=C(C=C1C)C)C